[N+](=O)([O-])C1=NN(C(=C1[N+](=O)[O-])[N+](=O)[O-])C[N+](=O)[O-] 3,4,5-trinitro-1-(nitromethyl)-1H-pyrazole